ClC=1C(=NC(=C(C1)F)C1=C(C=C(C=C1)C(F)(F)F)C)C(=O)O 3-Chloro-5-fluoro-6-(2-methyl-4-(trifluoromethyl)phenyl)picolinic acid